C(CC)C=1NC(=C(N1)C(=O)OCC)C(=O)[O-] ethyl 2-propylimidazole-4,5-dicarboxylate